3-(pentan-3-yl)-2,3,4,5-tetrahydro-1H-naphtho[2,3-d]azepine-6,11-dione CCC(CC)N1CCC2=C(CC1)C(C1=CC=CC=C1C2=O)=O